2,4-difluoro-α-(1H-1,2,4-triazolyl)acetophenone C1=CC(=C(C=C1F)F)C(=O)CN2C=NC=N2